ONC(=O)C=1C=CC=C2C[C@@H](NC12)C1=CC=C(C=C1)C(F)(F)F (R)-N-hydroxy-2-(4-(trifluoromethyl)phenyl)indoline-7-carboxamide